FC=1C=C(C=C2NC(C=3N(C12)C(=NN3)C)(C)C)C 9-fluoro-1,4,4,7-tetramethyl-5H-[1,2,4]triazolo[4,3-a]quinoxaline